C(C)(C)(C)OC(=O)[C@]1(C[C@H](N(CC1)CC1=C(C(=CC=C1)Cl)F)C)CC1=NC(=CC(=C1F)C(C)(C)O)Cl (2r,4r)-1-(3-chloro-2-fluorobenzyl)-4-((6-chloro-3-fluoro-4-(2-hydroxypropan-2-yl)pyridin-2-yl)methyl)-2-methylpiperidine-4-carboxylic acid tert-butyl ester